C(C)(C)(C)OC(=O)N1C[C@H]([C@@H](CC1)NC(=O)OCC1=CC=CC=C1)N=[N+]=[N-] trans-3-azido-4-(benzyloxycarbonylamino)piperidine-1-carboxylic acid tert-butyl ester